ClC1=C(C=CC=C1C1=NN(C=C1)C)SC1=NC=C(C=N1)I 2-((2-chloro-3-(1-methyl-1H-pyrazol-3-yl)phenyl)mercapto)-5-iodopyrimidine